FC=1N=CN(C1)C1=NC=C(C=O)C=C1 6-(4-fluoro-1H-imidazol-1-yl)nicotinaldehyde